BrC=1C=NC(=NC1)N1CCOCC1 4-(5-bromopyrimidin-2-yl)morpholine